C(N)(=N)C=1C=C(SC1)[C@@H](C)NC(=O)C1NCC2(OCCO2)C1 N-((R)-1-(4-carbamimidoylthiophen-2-yl)ethyl)-1,4-dioxa-7-azaspiro[4.4]nonane-8-carboxamide